(5-(6-(benzyloxy)-[1,2,4]triazolo[1,5-a]pyridin-2-yl)-8-(methylamino)-2,7-naphthyridin-3-yl)cyclopropanecarboxamide C(C1=CC=CC=C1)OC=1C=CC=2N(C1)N=C(N2)C2=C1C=C(N=CC1=C(N=C2)NC)C2(CC2)C(=O)N